NC1=NC=CC(=C1C1=CC=C(C=C1)Cl)C=1C=NN(C1)[C@@H](CO)C1=CC=C(C=C1)C(F)(F)F (R)-2-{4-[2-Amino-3-(p-chlorophenyl)-4-pyridyl]-1H-pyrazol-1-yl}-2-[p-(trifluoromethyl)phenyl]ethanol